2-methyl-5-(3-cyanophenyl)-N-(3-(3,3-difluoro-2-methylallyl)-1,2,4-thiadiazol-5-yl)thiophene-3-carboxamide CC=1SC(=CC1C(=O)NC1=NC(=NS1)CC(=C(F)F)C)C1=CC(=CC=C1)C#N